FC1=CC(=CC=2N(C(=NC21)C)C2CCN(CC2)C)C2=CNC=1N=C(N=CC12)NCC1(CCC1)F 5-(4-fluoro-2-methyl-1-(1-methylpiperidin-4-yl)-1H-benzo[d]imidazol-6-yl)-N-((1-fluorocyclobutyl)methyl)-7H-pyrrolo[2,3-d]pyrimidin-2-amine